NC=1C=C2C(=NC(=NC2=CC1CN1CCOCC1)C)O 6-Amino-2-methyl-7-(morpholinomethyl)quinazolin-4-ol